2-{4-(phenanthren-9-yl)phenyl}-5-{4-(1,10-phenanthroline-2-yl)phenyl}pyrimidine 3-(2,3-dihydroxylpropyl)-1H-indol-4-yl-acetate OC(CC1=CNC2=CC=CC(=C12)CC(=O)O)CO.C1=CC=CC=2C3=CC=CC=C3C(=CC12)C1=CC=C(C=C1)C1=NC=C(C=N1)C1=CC=C(C=C1)C1=NC2=C3N=CC=CC3=CC=C2C=C1